FC(OC=1C=CC2=C(N=C(S2)NC(OC(C)(C)C)=O)C1)(C(NC)=O)F tert-butyl N-{5-[difluoro(methylcarbamoyl)methoxy]-1,3-benzothiazol-2-yl}carbamate